3,5-Dimethoxy-N-(trifluoromethyl)aniline COC=1C=C(NC(F)(F)F)C=C(C1)OC